ClC1=CC(=C(N=N1)NC=1SC2=C(N1)C=CC=C2)C N-(6-chloro-4-methylpyridazin-3-yl)benzo[d]thiazol-2-amine